NC(C(=S)[O-])=C aminothioacrylate